C(C)[C@@]1(OC=2C=C(C=C(C2[C@H]2[C@H]1CC[C@H](C2)CO)O)C(C)(CCCCCC)C)C (6S,6Ar,9R,10aR)-6-ethyl-9-(hydroxymethyl)-6-methyl-3-(2-methyloctan-2-yl)-6a,7,8,9,10,10a-hexahydrobenzo[c]chromen-1-ol